hydroxyethylene bisphosphonate P(OC(COP([O-])=O)O)([O-])=O